C(C)(=O)C1=NN(C2=CN=C(C=C21)C=2C=NC(=[N+](C2)[O-])C)CC(=O)N2[C@@H]1C[C@@]1(C[C@H]2C(NC2=NC(=CC=C2C)Br)=O)C 5-(3-acetyl-1-(2-((1R,3S,5R)-3-((6-bromo-3-methylpyridin-2-yl)carbamoyl)-5-methyl-2-azabicyclo[3.1.0]hexan-2-yl)-2-oxoethyl)-1H-pyrazolo[3,4-c]pyridin-5-yl)-2-methylpyrimidine 1-oxide